2-(6-{5-chloro-2-[(oxan-4-yl)amino]pyrimidin-4-yl}-1-oxo-2,3-dihydro-1H-isoindol-2-yl)-N-[(1R)-1-[3-fluoro-5-(4-methylpiperazin-1-yl)phenyl]ethyl]propanamide ClC=1C(=NC(=NC1)NC1CCOCC1)C1=CC=C2CN(C(C2=C1)=O)C(C(=O)N[C@H](C)C1=CC(=CC(=C1)N1CCN(CC1)C)F)C